NC1=C(C(=NN1C1CC1)C1=CC=C(C=C1)CNC(C1=C(C=CC=C1)OC)=O)C(=O)N 5-Amino-1-cyclopropyl-3-[4-[[(2-methoxybenzoyl)amino]methyl]phenyl]pyrazole-4-carboxamide